C(C)C1=C(C(=CC=C1)CC)N1C(C(CC1(C)C)(C1=CC=CC=C1)C)=[Ru-4](=CC1=C(C=CC(=C1)[N+](=O)[O-])OC(C)C)(Cl)Cl (1-(2,6-diethylphenyl)-3,5,5-trimethyl-3-phenylpyrrolidin-2-ylidene)dichloro(2-isopropoxy-5-nitrobenzylidene)ruthenium(II)